FC=1C(=NC(=NC1)C(=O)N)C1=CC(=CC=C1)N1C(C=CC=C1)=O 5-fluoro-4-(3-(2-oxopyridin-1(2H)-yl)phenyl)pyrimidin-2-carboxamide